FC1=C(C(=N)SC)C=C(C=C1)OC=1C(=C2C=CNC2=CC1F)C=C methyl 2-fluoro-5-((6-fluoro-4-vinyl-1H-indol-5-yl)oxy)benzimidothioate